C(C)(C)(C)OC(NC1(CC1)COC1=CC(=C(C=C1)C)C(NC1(CC1)C1=CC=CC2=CC=CC=C12)=O)=O tert-Butyl(1-((4-methyl-3-((1-(naphthalen-1-yl)cyclopropyl)carbamoyl) phenoxy)methyl)cyclopropyl)carbamate